1,1,1,3,3,3-hexafluoro-propan-2-yl (R or S)-1-(thiazol-5-yl-carbamoyl)-6-azaspiro[2.5]-octane-6-carboxylate S1C=NC=C1NC(=O)[C@@H]1CC12CCN(CC2)C(=O)OC(C(F)(F)F)C(F)(F)F |o1:8|